C(C)OC(=O)C1CC(C1)NC=1N=CC2=CC=C(C=C2C1)Br 3-((6-bromoisoquinolin-3-yl)amino)cyclobutane-1-carboxylic acid ethyl ester